NC1=NN2C(C=C(C=C2)C=2C=C(C(=NC2C)OC)C(=O)NCC=2C(=NC=CC2)OCC2CCCC2)=N1 5-{2-amino-[1,2,4]triazolo[1,5-a]pyridin-7-yl}-N-{[2-(cyclopentylmethoxy)pyridin-3-yl]methyl}-2-methoxy-6-methylpyridine-3-carboxamide